N1=CC=CC=2N(C=3C=CC=CC3C21)C2=C(C(=C(C(=C2)N2C1=C(C=3C=CC=CC23)N=CC=C1)N1C2=C(C=3C=CC=CC13)N=CC=C2)C2=CC=CC=C2)C#N 3,5,6-tris(5H-pyrido[3,2-b]indol-5-yl)-[1,1'-biphenyl]-2-carbonitrile